N-(4-methoxyphenyl)-N-(2,2,2-trifluoroethyl)methanesulfonamide 3-(4-(3-(4-hydroxyphenyl)-7-oxabicyclo[2.2.1]hept-2-en-2-yl)phenoxy)propionate OC1=CC=C(C=C1)C1=C(C2CCC1O2)C2=CC=C(OCCC(=O)O)C=C2.COC2=CC=C(C=C2)N(S(=O)(=O)C)CC(F)(F)F